1-(3,3-difluoro-4-hydroxy-1-azaspiro[4.4]nonan-1-yl)-4-methylpentane-1,2-dione FC1(CN(C2(C1O)CCCC2)C(C(CC(C)C)=O)=O)F